CCCCC/C=C\\C/C=C\\C/C=C\\C/C=C\\CCCCCCCCCCCCCCCCCC(=O)[O-] The molecule is a polyunsaturated fatty acid anion that is the conjugate base of (19Z,22Z,25Z,28Z)-tetratriacontatetraenoic acid, obtained by deprotonation of the carboxy group; major species at pH 7.3. It is a conjugate base of a (19Z,22Z,25Z,28Z)-tetratriacontatetraenoic acid.